1-bromo-2-(2-methoxyethoxy)-ethane BrCCOCCOC